OC[C@H](COC)NC(OC(C)(C)C)=O 1,1-dimethylethyl N-[(1R)-2-hydroxy-1-(methoxymethyl)ethyl]carbamate